C(C)(C)(C)OC(NC=1C=C2CNC(C2=C(C1)F)=O)=O (7-fluoro-1-oxoisoindolin-5-yl)carbamic acid tert-butyl ester